The molecule is a carbohydrate acid derivative anion obtained by deprotonation of the carboxy and sulfo groups of 6-deoxy-6-sulfo-D-gluconic acid; major species at pH 7.3. It is a carbohydrate acid derivative anion, a monocarboxylic acid anion and an organosulfonate oxoanion. It is a conjugate base of a 6-deoxy-6-sulfo-D-gluconic acid. C([C@H]([C@H]([C@@H]([C@H](C(=O)[O-])O)O)O)O)S(=O)(=O)[O-]